ClC1=CC(=C(C=N1)C(=O)NC([2H])([2H])[2H])NC=1CN(C=2C1C(C(=CN2)C2=NN(C(=C2)C)C)=O)C 6-Chloro-4-[[5-(1,5-dimethylpyrazol-3-yl)-1-methyl-4-oxo-pyrrolo[3,2-e]pyridin-3-yl]amino]-N-(methyl-d3)pyridine-3-carboxamide